N-{4-[2-(2,6-dichloro-4-fluorophenyl)acetamido]pyridin-2-yl}-N-(3,4-difluorophenyl)acetamide ClC1=C(C(=CC(=C1)F)Cl)CC(=O)NC1=CC(=NC=C1)N(C(C)=O)C1=CC(=C(C=C1)F)F